BrC=1C=C(C=CC1)C(C)ONCC (3-bromo-2-phenyl-2-ethoxy)-ethylamine